2,6-dinitrobenzyl tosylate S(=O)(=O)(OCC1=C(C=CC=C1[N+](=O)[O-])[N+](=O)[O-])C1=CC=C(C)C=C1